non-3-ynyl 3-nitrobenzenesulfonate [N+](=O)([O-])C=1C=C(C=CC1)S(=O)(=O)OCCC#CCCCCC